Cl.Cl.[C@@H]12NCCN[C@H]2CC1 cis-2,5-diazabicyclo[4.2.0]octane dihydrochloride